phenyl N-[2,4,5-trihydroxy-6-(hydroxymethyl)oxan-3-yl]carbamate OC1OC(C(C(C1NC(OC1=CC=CC=C1)=O)O)O)CO